FC=1C=C(C(=O)N)C=CC1OC1=CC=CC=C1 3-fluoro-4-phenoxybenzamide